CS(=O)(=O)NC1N(CCC1)C(=O)[O-] (methylsulfonylamino)pyrrolidine-1-carboxylate